N-(4-chloro-8-sulfamoylisoquinolin-6-yl)-2-(2-chlorophenyl)acetamide ClC1=CN=CC2=C(C=C(C=C12)NC(CC1=C(C=CC=C1)Cl)=O)S(N)(=O)=O